(l)-3-chloropropyltriethoxysilane ClCCC[Si](OCC)(OCC)OCC